FC(C=1C=C(C=CC1)N)(F)F 3-(TRIFLUOROMETHYL)BENZENAMINE